NC1=NC2=CC=C(C=C2C=C1C)C(=O)N([C@H]1[C@@H](CCC1)O)CC1=NC=C(C=C1)C#N 2-amino-N-((5-cyano-2-pyridinyl)methyl)-N-((1R,2R)-2-hydroxycyclopentyl)-3-methyl-6-quinolinecarboxamide